C(C)S(=O)(=O)C1=CC=C(CNC(C2=CC=C(C=C2)N2[C@@H](CCC(C2)C2=CC=C(C=C2)C(F)(F)F)CO)=O)C=C1 N-(4-(ethylsulfonyl)benzyl)-4-((2S)-2-(hydroxymethyl)-5-(4-(trifluoromethyl)phenyl)piperidin-1-yl)benzamide